BrC1=C2C(=CN=C1NC1CN(CC1)CCO[Si](C)(C)C(C)(C)C)OC(=C2)C#N 4-bromo-5-((1-(2-((tert-butyldimethylsilyl)oxy)ethyl)pyrrolidin-3-yl)amino)furo[2,3-c]pyridine-2-carbonitrile